3-mercaptopropyldimethoxymethylsilane SCCC[SiH2]C(OC)OC